COC(=O)N1C(CCC2=CC=C(C=C12)OCCCCN1CCN(CC1)C1=CC=CC=2SC=CC21)=O.ClCC[Si](OCC)(OCC)OCC Chloroethyl-triethoxysilane methyl-7-(4-(4-(benzo[b]thiophen-4-yl)piperazin-1-yl)butoxy)-2-oxo-3,4-dihydroquinoline-1(2H)-carboxylate